O=S1(N(CC(N1)=O)C1=C(C=C(CNC2CCC(CC2)C(=O)NC)C=C1O)F)=O (1r,4r)-4-((4-(1,1-dioxo-4-oxo-1,2,5-thiadiazolidin-2-yl)-3-fluoro-5-hydroxybenzyl)amino)-N-methylcyclohexane-1-carboxamide